tert-butyl (2S,4S)-4-(7-bromo-8-chloro-4-(3-(dimethylamino)azetidin-1-yl)-1H-imidazo[4,5-c]quinolin-1-yl)-2-(cyanomethyl)piperidine-1-carboxylate BrC=1C(=CC=2C3=C(C(=NC2C1)N1CC(C1)N(C)C)N=CN3[C@@H]3C[C@H](N(CC3)C(=O)OC(C)(C)C)CC#N)Cl